tert-butyl (1R,5S,6r)-6-(4-methoxy-5,5-dimethyl-4,5-dihydro-1,2-oxazol-3-yl)-3-azabicyclo[3.1.0]hexane-3-carboxylate COC1C(=NOC1(C)C)C1[C@H]2CN(C[C@@H]12)C(=O)OC(C)(C)C